N-(2-(3-Chloro-1H-pyrazol-4-yl)pyrimidin-4-yl)-5-isopropyl-8-((2R,3S)-2-methyl-3-((methylsulfonyl)methyl)Azetidin-1-yl)isoquinolin-3-amine ClC1=NNC=C1C1=NC=CC(=N1)NC=1N=CC2=C(C=CC(=C2C1)C(C)C)N1[C@@H]([C@H](C1)CS(=O)(=O)C)C